CN(C(CC=1NC2=CC=CC=C2C1OC)=O)SN(C(CC=1NC2=CC=CC=C2C1OC)=O)C N-methyl-methoxyindoleacetamido-thioether